butyl((3-fluorobenzofuran-7-yl)methoxy)dimethylsilane C(CCC)[Si](C)(C)OCC1=CC=CC=2C(=COC21)F